FC1(CCC2=C1N=C(N=C2C2=CC1=C(C(NCC(O1)CO)=O)C=C2)N2[C@H]([C@@H](C2)O)C)F 8-(7,7-difluoro-2-((2S,3R)-3-hydroxy-2-methylazetidin-1-yl)-6,7-dihydro-5H-cyclopenta[d]pyrimidin-4-yl)-2-(hydroxymethyl)-3,4-dihydrobenzo[f][1,4]oxazepin-5(2H)-one